(1S,2S)-ethyl 2-(((tert-butyldimethylsilyl)oxy)methyl)cyclopropanecarboxylate [Si](C)(C)(C(C)(C)C)OC[C@@H]1[C@H](C1)C(=O)OCC